2-hydroxy-5-[2-(4-hydroxy-3-sulfonatobenzoyl)ethyl]benzenesulfonate OC1=C(C=C(C=C1)CCC(C1=CC(=C(C=C1)O)S(=O)(=O)[O-])=O)S(=O)(=O)[O-]